O=C1NC(CCC1N1C(C2=CC=C(C=C2C1)CNC(=O)C1=CC(=NN1C)C1=CC=CC=C1)=O)=O N-((2-(2,6-Dioxopiperidin-3-yl)-1-oxoisoindolin-5-yl)methyl)-1-methyl-3-phenyl-1H-pyrazole-5-carboxamide